ClC1=NN2C(C(=N1)NC1CCCC1)=CC=C2[C@H]2[C@@H]([C@@H]([C@H](O2)CO[C@](CO)(C)P(O)(O)=O)O)O ((R)-2-(((2R,3S,4R,5S)-5-(2-chloro-4-(cyclopentylamino)pyrrolo[2,1-f][1,2,4]triazin-7-yl)-3,4-dihydroxytetrahydrofuran-2-yl)methoxy)-1-hydroxypropan-2-yl)phosphonic acid